[F-].C(CCCCCCCCC)[NH+]1C(CCC1)CCC 1-Decyl-2-propylpyrrolidinium fluorid